C12CC(CC(CC1)N2)N(C=2SC1=C(C=NC(=C1)C=1C=C(C=3N(C1)C=C(N3)C)F)N2)C N-[(3-exo)-8-azabicyclo[3.2.1]oct-3-yl]-6-(8-fluoro-2-methylimidazo[1,2-a]pyridin-6-yl)-N-methyl-[1,3]thiazolo[4,5-c]pyridin-2-amine